methyl 4-(4-(2-(4-fluorophenoxy)-2-methylpropanamido)phenyl)thiophene-2-carboxylate FC1=CC=C(OC(C(=O)NC2=CC=C(C=C2)C=2C=C(SC2)C(=O)OC)(C)C)C=C1